C(C)(C)(C)OC(NC1CCC2(CO2)CC1)=O (1-Oxa-spiro[2.5]oct-6-yl)-carbamic acid tert-butyl ester